7-(8-chloronaphthalen-1-yl)-N-((R)-4,4-difluoropyrrolidin-3-yl)-8-fluoro-2-(((2R,7aS)-2-fluorotetrahydro-1H-pyrrolizin-7a(5H)-yl)methoxy)-N-methylpyrido[4,3-d]pyrimidin-4-amine ClC=1C=CC=C2C=CC=C(C12)C1=C(C=2N=C(N=C(C2C=N1)N(C)[C@@H]1CNCC1(F)F)OC[C@]12CCCN2C[C@@H](C1)F)F